CN([C@H]1[C@@H](CCCC1)N)C |o1:2,3| rel-(1R,2R)-N1,N1-dimethylcyclohexane-1,2-diamine